(R)-1-(2-chloropyridin-3-yl)ethyl (4-(5-((1s,3S)-3-fluorocyclobutane-1-carboxamido)pyridin-2-yl)-1-methyl-1H-1,2,3-triazol-5-yl)carbamate FC1CC(C1)C(=O)NC=1C=CC(=NC1)C=1N=NN(C1NC(O[C@H](C)C=1C(=NC=CC1)Cl)=O)C